FC1=C(C=CC=C1)N1CCN(CC1)C=1C=NC2=CC(=CC(=C2N1)C(C)NC1=C(C(=O)OC)C=CC=C1)C methyl 2-((1-(3-(4-(2-fluorophenyl)piperazin-1-yl)-7-methylquinoxalin-5-yl)ethyl)amino)benzoate